N-(5-(1-methyl-5-(3-((tetrahydro-2H-pyran-2-yl)oxy)prop-1-yn-1-yl)-1H-pyrazol-3-yl)-8-(methylamino)-2,7-naphthyridin-3-yl)cyclopropanecarboxamide CN1N=C(C=C1C#CCOC1OCCCC1)C1=C2C=C(N=CC2=C(N=C1)NC)NC(=O)C1CC1